FC(C(=O)OCC)(C=1C=C(C=CC1)C)F ethyl 2,2-difluoro-2-m-tolylacetate